C(C1=CC=CC=C1)(=O)C=1C=C2C(=CN(C2=CC1)NCCC)C1CCN(CC1)CCCCC 5-benzoyl-N-propylamino-3-(1-pentyl-piperidin-4-yl)-1H-indole